NC1=NC=CC=2N1C(=NC2C2CCC1(OCCO1)CC2)C2=CC=C(CNC(C1=C(C=CC(=C1)F)OC)=O)C=C2 N-(4-(5-amino-1-(1,4-dioxaspiro[4.5]decan-8-yl)imidazo[1,5-c]pyrimidin-3-yl)benzyl)-5-fluoro-2-methoxybenzamide